CS(=O)(=O)NC1=NN(C2=CC=CC(=C12)C)C 3-methanesulfonamido-1,4-dimethyl-1H-indazol